N-(5-amino-2-((2-(dimethylamino)ethyl)(methyl)amino)-6-methoxypyridin-3-yl)acrylamide NC=1C=C(C(=NC1OC)N(C)CCN(C)C)NC(C=C)=O